S(C)(=O)(=O)O.S(C)(=O)(=O)O.CC1=C(C(=O)OCC2=CC=C(C=C2)[C@@H](C(=O)NC=2C=C3C=CN=CC3=CC2)CN)C=CC(=C1)C (R)-4-(3-amino-1-(isoquinolin-6-ylamino)-1-oxopropan-2-yl)benzyl 2,4-dimethylbenzoate dimesylate